tert-butyl 4-(4-(4-cyano-1-methoxy-1-oxobut-2-yl)-3-fluorophenyl)piperazine-1-carboxylate C(#N)CCC(C(=O)OC)C1=C(C=C(C=C1)N1CCN(CC1)C(=O)OC(C)(C)C)F